(2,3-difluorophenyl)(4-methylenepiperidin-1-yl)methanone FC1=C(C=CC=C1F)C(=O)N1CCC(CC1)=C